(2R,4r,6S)-tert-Butyl 4-((4-(3-(5-fluoro-6-methoxypyridin-3-yl)-4,5,7,8-tetrahydro-1H-oxepino[4,5-c]pyrazol-1-yl)-1H-pyrazol-1-yl)methyl)-2,6-dimethylpiperidine-1-carboxylate FC=1C=C(C=NC1OC)C=1C2=C(N(N1)C=1C=NN(C1)CC1C[C@H](N([C@H](C1)C)C(=O)OC(C)(C)C)C)CCOCC2